4-(Pyridin-2-yl)tetrahydro-2H-pyran-4-ol N1=C(C=CC=C1)C1(CCOCC1)O